C=COCCOCCSSCCOCCOC=C 3,6,13,16-tetraoxa-9,10-dithiaoctadecane-1,17-diene